methyl (9Z)-21-(dimethylamino)triacont-9-enoate CN(C(CCCCCCCCCC\C=C/CCCCCCCC(=O)OC)CCCCCCCCC)C